ClC1=C(C=C(C=C1)F)C1SCC2=C1C=CC=C2NC(C2=CC(=CC(=C2)C(F)(F)F)F)=O N-(1-(2-chloro-5-fluorophenyl)-1,3-dihydrobenzo[c]thiophen-4-yl)-3-fluoro-5-(trifluoromethyl)benzamide